COC1CC(CCC1)CCC 1-methoxy-3-propylcyclohexane